3-hydroxy-5-phenyl-pent-1-ene OC(C=C)CCC1=CC=CC=C1